(2R,5S)-tert-butyl 5-methyl-2-(2-(1,2,2-trimethylpiperidin-4-yl)-2H-indazol-6-yl)piperidine-1-carboxylate C[C@H]1CC[C@@H](N(C1)C(=O)OC(C)(C)C)C=1C=CC2=CN(N=C2C1)C1CC(N(CC1)C)(C)C